S1C=CC2=C1C=CC(=C2)CC[C@@H](C(=O)O)NC(=O)OCC2C1=CC=CC=C1C=1C=CC=CC21 (2S)-4-(benzothien-5-yl)-2-(9H-fluoren-9-ylmethoxycarbonyl-amino)butyric acid